OC1(CCN(CC1)C(=O)[C@H]1[C@@H](CN(CC1)CC1=CC(=NC=C1)C#N)C1=CC=CC=C1)CN1C=NC=2C(C1=O)=CSC2C=2C=NN(C2)C 4-[[(3R,4R)-4-[4-hydroxy-4-[[7-(1-methylpyrazol-4-yl)-4-oxo-thieno[3,4-d]pyrimidin-3-yl]methyl]piperidine-1-carbonyl]-3-phenyl-1-piperidinyl]methyl]pyridine-2-carbonitrile